1-Ethyl 1-(6-((tert-butoxycarbonyl)amino) hexyl)-1H-indole-4-carboxylate C(C)(C)(C)OC(=O)NCCCCCCN1C=CC=2C(=CC=CC12)C(=O)OCC